ClCCCO 3-chloro-1-propanol